(6-(1-ethoxyvinyl)pyridin-3-yl)-5-(trifluoromethyl)-1,2,4-oxadiazole C(C)OC(=C)C1=CC=C(C=N1)C1=NOC(=N1)C(F)(F)F